β-ethoxybutyl cyanoacrylate C(#N)C(C(=O)OCC(CC)OCC)=C